(S)-2-(methylamino)-N-(2-(4'-(trifluoromethyl)-[1,1'-biphenyl]-4-yl)ethyl)hexanamide hydrochloride Cl.CN[C@H](C(=O)NCCC1=CC=C(C=C1)C1=CC=C(C=C1)C(F)(F)F)CCCC